O[C@@H]1C[C@@H](CC1)N1C=NC2=C(C1=O)C=C(N=C2C=2C=NC=CC2)C2=CC=C(C=C2)C(F)(F)F 3-((1r,3s)-3-hydroxycyclopentyl)-8-(pyridin-3-yl)-6-(4-(trifluoromethyl)phenyl)pyrido[3,4-d]pyrimidin-4(3H)-one